3-(3-((4-fluoro-1,1-dioxido-2,3-dihydrobenzo[b]thiophen-5-yl)amino)-1H-pyrazol-5-yl)cyclopentyl isopropylcarbamate C(C)(C)NC(OC1CC(CC1)C1=CC(=NN1)NC1=C(C2=C(S(CC2)(=O)=O)C=C1)F)=O